(S) or (R)-5-((dimethylamino)methyl)-N'-((1,2,3,5,6,7-hexahydro-s-indacen-4-yl)carbamoyl)thiophene-2-sulfonimidamide CN(C)CC1=CC=C(S1)[S@](=O)(N)=NC(NC1=C2CCCC2=CC=2CCCC12)=O |o1:9|